tri-i-propyl phosphite P(OC(C)C)(OC(C)C)OC(C)C